ferric oxid [O-2].[Fe+3].[O-2].[O-2].[Fe+3]